C[Si](C1=CC=CC=C1)C1=CC=CC=C1 methyl-bis-phenyl silicon